N[C@H](C(=O)O)CCN(CCCCC1=NC=2NCCCC2C=C1)C[C@@H](COC)F (S)-2-amino-4-(((S)-2-fluoro-3-methoxypropyl)(4-(5,6,7,8-tetrahydro-1,8-naphthyridin-2-yl)butyl)amino)butanoic acid